[C@H]12COC[C@H](CC(C1)NC(=O)C1=CC(=CC=3N(C=NC31)CC(F)(F)F)C#CCNC=3C(OC)=CC=C(C3)S(=O)(=O)C)N2 N-{(1R,5S,7s)-3-oxa-9-azabicyclo[3.3.1]non-7-yl}-6-[3-(4-mesyl-2-anisidino)-1-propynyl]-1-(2,2,2-trifluoroethyl)-1H-1,3-benzimidazole-4-carboxamide